(3aR,6aS)-5-(propan-2-yl)hexahydropyrrolo[3,4-c]pyrrol CC(C)N1C[C@H]2[C@@H](C1)CNC2